(1-cyclobutyl-5-methyl-1H-pyrazol-3-yl)methyl ((7-chloro-2-(2,6-dioxopiperidin-3-yl)-4-fluoro-3-oxoisoindolin-5-yl)methyl)carbamate ClC=1C=C(C(=C2C(N(CC12)C1C(NC(CC1)=O)=O)=O)F)CNC(OCC1=NN(C(=C1)C)C1CCC1)=O